aluminum ethyl-butylphosphinate C(C)P([O-])(=O)CCCC.[Al+3].C(C)P([O-])(=O)CCCC.C(C)P([O-])(=O)CCCC